N1N=CC(=C1)C=1C2=CC=C(N2)C(=C2C=CC(C(=C3C=CC(=C(C=4C=CC1N4)C=4C=NNC4)N3)C=3C=NNC3)=N2)C=2C=NNC2 5,10,15,20-tetra(1H-pyrazol-4-yl)porphyrin